C(C)(=O)C=1C(OC2=C(C1N1CCOCC1)C=CC(=C2)NC2=NC=NC(=C2)C2=CC=CC=C2)=O 3-acetyl-7-[(6-phenylpyrimidin-4-yl)amino]-4-morpholinyl-2H-benzopyran-2-one